[4-[2-[2-(5-Ethoxypyridin-3-yl)ethynyl]benzoyl]piperazin-1-yl]-N-[3-nitro-4-(2-phenylsulfanylethylamino)phenyl]sulfonylbenzamide C(C)OC=1C=C(C=NC1)C#CC1=C(C(=O)N2CCN(CC2)C2=C(C(=O)NS(=O)(=O)C3=CC(=C(C=C3)NCCSC3=CC=CC=C3)[N+](=O)[O-])C=CC=C2)C=CC=C1